N1(N=CC=C1)CC=1C=CC(=NC1OC)C(=O)NS(=O)(=O)C=1C(=CC=C2CCCOC12)OC 5-((1H-pyrazol-1-yl)methyl)-6-methoxy-N-((7-methoxychroman-8-yl)sulfonyl)picolinamide